FC1=C(C=CC=C1)C(\C=C\C)=O (E)-1-(2-fluorophenyl)but-2-en-1-one